tert-butyl 2-(dimethylcarbamoyl)-7,8-dihydro-4H-pyrazolo[1,5-a][1,4]diazepine-5(6H)-carboxylate CN(C(=O)C1=NN2C(CN(CCC2)C(=O)OC(C)(C)C)=C1)C